C(C)C=1C(=CC=C2C=C(C=C(C12)C1=CC=C2C(=NC(=NC2=C1F)OC[C@]12CCCN2C[C@@H](C1)F)N1CC2(CC(N2)=O)CCC1)O)F 6-(7-(8-Ethyl-7-fluoro-3-hydroxynaphthalen-1-yl)-8-fluoro-2-(((2R,7aS)-2-fluorotetrahydro-1H-pyrrolizin-7a(5H)-yl)methoxy)quinazolin-4-yl)-1,6-diazaspiro[3.5]nonan-2-one